NC1=CC=C(C=C1)N(C1(CC=C(C=C1)N(C1=CC2=CC=CC=C2C=C1)C1=CC=C(C=C1)N)C1=CC=CC=C1)C1=CC2=CC=CC=C2C=C1 N,N'-bis(4-aminophenyl)-N,N'-di-2-naphthyl-1,4-biphenyldiamine